5-(1-amino-3-cyclopropyl-1-(pyridin-4-yl)propyl)-2-ethoxypyrrolidine-2-carboxamide NC(CCC1CC1)(C1=CC=NC=C1)C1CCC(N1)(C(=O)N)OCC